CC1=C(C=CC(=C1C)Cl)O 2,3-dimethyl-4-chlorophenol